C(C)(=O)[O-].C(C)(=O)[O-].C(CCC)[Sn+2]CCCC dibutyltin bis(acetate)